ethyl 4-(5-{4-[(5-chloro-3-fluoropyridin-2-yl) oxy] phenyl} pyridin-3-yl)-3-oxobutanoate ClC=1C=C(C(=NC1)OC1=CC=C(C=C1)C=1C=C(C=NC1)CC(CC(=O)OCC)=O)F